C[P](C1=CC=C(C=C1)C=C)(C1=CC=CC=C1)C dimethylphenyl-(4-vinyl-phenyl)phosphorus